7-(5-fluoro-2-methylphenyl)-N-((3aR,5s,6aS)-2-((tetrahydro-2H-pyran-4-yl)methyl-d2)octahydrocyclopenta[c]pyrrol-5-yl)thieno[2,3-d]pyridazin-4-amine FC=1C=CC(=C(C1)C=1N=NC(=C2C1SC=C2)NC2C[C@@H]1[C@@H](CN(C1)C([2H])([2H])C1CCOCC1)C2)C